CC1=CC(=C(C(=O)O)C=C1)C(F)(F)F 4-methyl-2-(trifluoromethyl)benzoic acid